FC(OC1=CC=C(C=C1)S(=O)(=O)NC1(CCC2=CC=CC=C12)C(=O)OCC)(F)F ethyl 1-((4-(trifluoromethoxy)phenyl)sulfonamido)-2,3-dihydro-1H-indene-1-carboxylate